[C-]#N.C(CCCCC)[NH+]1C(CCCC1)C 1-Hexyl-2-Methylpiperidinium cyanid